COC(C1=C(C=C(C=C1C)Br)OCC1(CC1)F)=O 4-bromo-2-((1-fluorocyclopropyl)methoxy)-6-methylbenzoic acid methyl ester